The molecule is a pyrrolopyrimidine obtained by formal condensation of the carboxy group of (6S)-4-oxo-4,6,7,8-tetrahydropyrrolo[1,2-a]pyrimidine-6-carboxylic acid with the amino group of (R)-[(2R,5S)-5-(4-aminobenzyl)pyrrolidin-2-yl](phenyl)methanol. It is a beta3-adrenergic receptor agonist currently in clinical development for the treatment of patients with overactive bladder. It has a role as a beta-adrenergic agonist. It is a secondary alcohol, a member of pyrrolidines, a member of benzenes, a secondary carboxamide, a pyrrolopyrimidine and a secondary amine. C1C[C@@H](N[C@@H]1CC2=CC=C(C=C2)NC(=O)[C@@H]3CCC4=NC=CC(=O)N34)[C@@H](C5=CC=CC=C5)O